FC(OC1=CC=C(C=C1)N1N=C(N=C1)N1CCC(CC1)C=O)(F)F 1-(1-(4-(trifluoromethoxy)phenyl)-1H-1,2,4-triazol-3-yl)piperidine-4-carbaldehyde